C(C)(C)(C)NC(NC=1C=C2N=CC(N(C2=CC1C1CC1)[C@@H](C)C1=CC=CC=C1)=O)=O 3-tert-butyl-1-{7-cyclopropyl-2-oxo-1-[(1S)-1-phenylethyl]quinoxalin-6-yl}urea